[2-chloro-5-(3-chloro-2-piperazin-1-yl-6-quinolyl)phenyl]methanamine dihydrochloride Cl.Cl.ClC1=C(C=C(C=C1)C=1C=C2C=C(C(=NC2=CC1)N1CCNCC1)Cl)CN